2-isopropyl-5-methoxyphenol C(C)(C)C1=C(C=C(C=C1)OC)O